(5-Bromo-2-fluorophenyl)(8-chloroimidazo[1,2-a]pyrazin-3-yl)methanone BrC=1C=CC(=C(C1)C(=O)C1=CN=C2N1C=CN=C2Cl)F